bis(chloromethyl)terphenyl ClCC=1C(=C(C=CC1)C=1C(=CC=CC1)C1=CC=CC=C1)CCl